CN1N=CC2=C(C1=O)C=CS2 5-methylthieno[2,3-d]pyridazin-4(5H)-one